C(#N)C1=CC=C(OC2=CC=CC3=C2C=CB3)C=C1 4-(4-cyanophenoxy)benzoborole